1,1'-biphenyl-2,6-diol C=1(C(=CC=CC1O)O)C1=CC=CC=C1